BrC1=CN=C(C(=C1C(=O)O)F)Cl 5-bromo-2-chloro-3-fluoroisonicotinic acid